D-5-bromo-6-fluoro-2-methyl-1,3-benzothiazole BrC=1C(=CC2=C(N=C(S2)C)C1)F